propylene propanedisulfonate C1CCS(=O)(=O)OC(COS1(=O)=O)C